C(C=1C(O)=CC=CC1)(=O)OC1=CC=CC=C1 phenyl (salicylate)